CC1(OC[C@H](O1)CN1CC=CC=C1)C (R)-1-((2,2-dimethyl-1,3-dioxolane-4-yl)methyl)-1H-pyridine